N,N-di-(tert-butoxycarbonyl)-6-(azetidin-1-yl)pyrazolo[1,5-a]pyrimidin-2-amine C(C)(C)(C)OC(=O)N(C1=NN2C(N=CC(=C2)N2CCC2)=C1)C(=O)OC(C)(C)C